(2S,4R)-1-(2-(3-acetyl-5-bromo-1H-indol-1-yl)ethyl)-4-fluoro-N-(2-fluoro-3-(trifluoromethoxy)phenyl)pyrrolidine-2-carboxamide C(C)(=O)C1=CN(C2=CC=C(C=C12)Br)CCN1[C@@H](C[C@H](C1)F)C(=O)NC1=C(C(=CC=C1)OC(F)(F)F)F